COC1=CC(=C(C=C1)C#CC=1C=CC(=NC1)C(=O)O)NS(=O)(=O)C=1C=CC(=C2C=CC=NC12)OC 5-{2-[4-methoxy-2-(5-methoxyquinoline-8-sulfonamido)phenyl]ethynyl}pyridine-2-carboxylic acid